2-fluoro-4-(methylsulfonyl)-benzaldehyde FC1=C(C=O)C=CC(=C1)S(=O)(=O)C